1,10-bis(3,4-dimethoxyphenyl)decane-1,10-dione COC=1C=C(C=CC1OC)C(CCCCCCCCC(=O)C1=CC(=C(C=C1)OC)OC)=O